5-(diethylamino)benzoic acid C(C)N(C=1C=CC=C(C(=O)O)C1)CC